C(CCC=CCC=CCC=CCC=CCC=CCC=CCC)(=O)[O-] 4,7,10,13,16,19-docosahexaenoate